1-(chloromethyl)-4-cyclohexylbenzene ClCC1=CC=C(C=C1)C1CCCCC1